C(C)OC1=C(SC=C1)/C=C/C(=O)OC Methyl (E)-3-(3-ethoxythiophen-2-yl)acrylate